COC(=O)C1(CCN(CC1)C(C(C)C1=C(C=CC=C1)F)=O)CC(=O)N(C1=CC=CC=C1)C1CC(CCC1)(F)F 4-[2-(N-[3,3-difluorocyclohexyl]anilino)-2-oxo-ethyl]-1-[2-(2-fluorophenyl)propionyl]piperidine-4-carboxylic acid methyl ester